NC=1C=CC(=NC1)NC(=O)C1CC1 N-(5-aminopyridin-2-yl)cyclopropanecarboxamide